allyl ether fluorine [F].C(C=C)OCC=C